CC=1C=C(C=C(C1)C)C1=C2C=C(C(C2=C(C=2CCCC12)C1=CC(=CC(=C1)C)C)[Si](C)(C)C1C(=CC2=C(C(=C(C=C12)C(C)(C)C)OC)C1=CC(=CC(=C1)C)C)C)C ([4,8-bis(3,5-dimethylphenyl)-2-methyl-1,5,6,7-tetrahydro-s-indacen-1-yl])[6-tert-butyl-4-(3,5-dimethyl-phenyl)-5-methoxy-2-methyl-1H-inden-1-yl]dimethylsilane